CN1CCN(CC1)C1=NC=CC(=C1C1=NC2=C(N1)C=CC=C2)C2=C(C=CC=C2)C 2-(2-(4-methylpiperazin-1-yl)-4-(o-tolyl)pyridin-3-yl)-1H-benzo[d]imidazole